FC1=CC=C(N(C)[C@@H]2C[C@@H](N(C[C@H]2C)C2=CC(N(C=3C=CC(=NC23)C#N)C)=O)C)C=C1 8-[(2S,4R,5R)-4-(4-fluoro-N-methyl-anilino)-2,5-dimethyl-1-piperidinyl]-5-methyl-6-oxo-1,5-naphthyridine-2-carbonitrile